(2R,4S)-1-[2-(2-chlorophenyl)-4-methoxy-phenyl]sulfonyl-4-fluoro-2-methyl-N-[(Z,1R)-1-methyl-3-methylsulfonyl-allyl]piperidine-4-carboxamide ClC1=C(C=CC=C1)C1=C(C=CC(=C1)OC)S(=O)(=O)N1[C@@H](C[C@@](CC1)(C(=O)N[C@@H](\C=C/S(=O)(=O)C)C)F)C